N1C[C@H](CC1)C1=CC=C(C=C1)NC(C1=CN=C(C=C1)OCC(F)(F)F)=O |r| (RS)-N-(4-Pyrrolidin-3-yl-phenyl)-6-(2,2,2-trifluoro-ethoxy)-nicotinamid